4-[bis(biphenyl-4-yl)amino]phenylboronic acid C1(=CC=C(C=C1)N(C1=CC=C(C=C1)B(O)O)C1=CC=C(C=C1)C1=CC=CC=C1)C1=CC=CC=C1